C(#C)C1=C[C-](NC(=C1)C)C 4-Ethynyl-2,6-dimethylpyridineid